ClC1=CC(=CC=2N=C(OC21)N(C(C)C2=NC=CN=C2C2=NC=CC=N2)C)C(F)(F)F 7-chloro-N-methyl-N-[1-(3-pyrimidin-2-ylpyrazin-2-yl)ethyl]-5-(trifluoromethyl)-1,3-benzoxazol-2-amine